methyl (1-(4-fluorophenyl)-4-(5-nitrothiophene-2-carboxamido)-1H-pyrazolo[3,4-d]pyrimidin-6-yl)-L-prolinate FC1=CC=C(C=C1)N1N=CC=2C1=NC(=NC2NC(=O)C=2SC(=CC2)[N+](=O)[O-])N2[C@@H](CCC2)C(=O)OC